Cl.N1N=CC2=CC(=CC=C12)NC1=NC(=NC=C1)C=1C=C(C(=O)NC2CCNCC2)C=CC1 3-(4-((1H-indazol-5-yl)amino)pyrimidin-2-yl)-N-(piperidin-4-yl)benzamide HCl salt